5,5',6,6',7,7',8,8'-octahydro-1,1'-binaphthyl C1(=CC=CC=2CCCCC12)C1=CC=CC=2CCCCC12